NCC(CN1N=CN(C1=O)CC1=CC=C(S1)C=1C=C2C=CC(NC2=C(C1)F)=O)=C(F)F 6-[5-[[1-[2-(aminomethyl)-3,3-difluoro-allyl]-5-oxo-1,2,4-triazol-4-yl]methyl]-2-thienyl]-8-fluoro-1H-quinolin-2-one